C(=O)C1=CN(C=C1)C1=CC(=CC=2C=COC21)COC2=C(C=CC=C2)CC(=O)OCC ethyl 2-(2-((7-(3-formyl-1H-pyrrol-1-yl)benzofuran-5-yl)methoxy)phenyl)acetate